6-chloro-N-[5-(2,2-difluoroethyl)-4-methoxy-pyrimidin-2-yl]-7-methyl-1H-indole-3-sulfonamide ClC1=CC=C2C(=CNC2=C1C)S(=O)(=O)NC1=NC=C(C(=N1)OC)CC(F)F